1-isobutyl-1H-indazole-3-carboxylic acid C(C(C)C)N1N=C(C2=CC=CC=C12)C(=O)O